C(C)N(CC)CCCN(CCOC(OC(CCCC(=O)OCCCCCCC)CCCCCC)=O)CCO heptyl 3-ethyl-13-hexyl-7-(2-hydroxyethyl)-11-oxo-10,12-dioxa-3,7-diazaheptadecan-17-oate